N-isopropyl-4-[4-[[4-[[2-(6-methyl-2-pyridyl)pyrimidin-4-yl]amino]pyrimidin-2-yl]amino]phenyl]sulfonyl-piperazine-1-carboxamide C(C)(C)NC(=O)N1CCN(CC1)S(=O)(=O)C1=CC=C(C=C1)NC1=NC=CC(=N1)NC1=NC(=NC=C1)C1=NC(=CC=C1)C